ClC=1C=C2C(=CC(=NC2=CC1)C(F)(F)F)N[C@@H]1C[C@@H](CCC1)NC(=O)N1CC2=C(CC1)N=C(S2)C N-((1R,3S)-3-((6-chloro-2-(trifluoromethyl)quinolin-4-yl)amino)cyclohexyl)-2-methyl-6,7-dihydrothiazolo[5,4-c]pyridine-5(4H)-carboxamide